FC=1C=C2C(=C(NC2=C(C1)F)C1=CC=C(C=C1)F)C1CC(C1)CN (3-(5,7-difluoro-2-(4-fluorophenyl)-1H-indol-3-yl)cyclobutyl)methylamine